FCCCN1C[C@H](CC1)OC1=CC=C(C=C1)C1=C(CCCC2=C1C=CC(=C2)O)C2=C(C=NC=C2)F 5-[4-[(3S)-1-(3-fluoro-propyl)pyrrolidin-3-yl]oxyphenyl]-6-(3-fluoro-4-pyridyl)-8,9-dihydro-7H-benzo[7]annulen-2-ol